COC(=O)C1COC1 Oxetane-3-carboxylic acid methyl ester